O[C@H]1[C@@H](O[C@@H]([C@H]1O)CSC)N1C2=NC=NC(=C2N=C1)NCCCCCC(=O)N 6-([9-[(2R,3R-4S,5S)-3,4-dihydroxy-5-[(methylsulfanyl)methyl]oxolan-2-yl]-9H-purin-6-yl]amino)hexanamide